3-(4-methyl-thiophenoxy)propyl-trimethyl-ammonium bromide [Br-].CC1=CC=C(SCCC[N+](C)(C)C)C=C1